2,5-divinyl-terephthalaldehyde C(=C)C1=C(C=O)C=C(C(=C1)C=O)C=C